N-(3-aminopropyl)-4-[[3-[4-(cyanomethoxy)-2,3-difluorophenyl]imidazo[1,2-a]pyrazin-8-yl]amino]-2-methyl-benzamide NCCCNC(C1=C(C=C(C=C1)NC=1C=2N(C=CN1)C(=CN2)C2=C(C(=C(C=C2)OCC#N)F)F)C)=O